ethyl 4-((S)-1-((R)-1-((4'-hydroxy-5-methoxy-2'-methyl-[1,1'-biphenyl]-3-yl) methyl) pyrrolidine-2-carboxamido) ethyl)-2-methoxybenzoate OC1=CC(=C(C=C1)C1=CC(=CC(=C1)OC)CN1[C@H](CCC1)C(=O)N[C@@H](C)C1=CC(=C(C(=O)OCC)C=C1)OC)C